tert-butyl (3r,4s)-3-{[6-chloro-8-(methoxycarbonyl) pyrido[3,2-d]pyrimidin-4-yl] amino}-4-fluoropiperidine-1-carboxylate ClC=1C=C(C=2N=CN=C(C2N1)N[C@@H]1CN(CC[C@@H]1F)C(=O)OC(C)(C)C)C(=O)OC